C/C=C/1\\CC(=C)[C@@](C(=O)OCC2=CCN3[C@H]2[C@@H](CC3)OC1=O)(C)O The molecule is a pyrrolizine alkaloid that is 13,19-didehydrosenecionane carrying a hydroxy substituent at position 12 and two oxo substituents at positions 11 and 16. It has a role as a Jacobaea metabolite. It is a macrocyclic lactone, an olefinic compound, a pyrrolizine alkaloid and a tertiary alcohol.